3-ethoxy-N-methyl-N-((tetrahydrofuran-2-yl)methyl)benzamide C(C)OC=1C=C(C(=O)N(CC2OCCC2)C)C=CC1